3,5-dioxa-pimelic acid C(COCOCC(=O)O)(=O)O